C1(CCCCC1)CCC(COC)(COC)CCC1CCCCC1 2,2-bis(2-cyclohexylethyl)-1,3-Dimethoxypropane